ClC1=CC(=C(C=C1Cl)[C@@H](C1CCN(CC1)S(=O)(=O)C1CN(C1)C(=O)OC(C)(C)C)NS(=O)C(C)(C)C)O tert-butyl 3-([4-[(R)-(4,5-dichloro-2-hydroxyphenyl)[(2-methylpropane-2-sulfinyl) amino]methyl]piperidin-1-yl]sulfonyl)azetidine-1-carboxylate